N1=C(SC2=C1C1=C(C=C2)OCC1)N1C(N[C@H]2[C@@H]1C[C@@H](C2)N2C(C1=CC=CC=C1C2=O)=O)=O [(3aR,5R,6aS)-1-(7,8-dihydrofuro[3,2-e][1,3]benzothiazol-2-yl)-2-oxooctahydrocyclopenta[d]imidazol-5-yl]-1H-isoindole-1,3(2H)-dione